S(=O)(=O)([O-])O.[Na+].[Cl-].[NH4+] ammonium chloride sodium sulfate